1-propenyl-2-butyloxyethane C(=CC)CCOCCCC